ETHYL (4-CHLORO-5-FORMYL-2-PHENYL-1H-IMIDAZOL-1-YL)ACETATE ClC=1N=C(N(C1C=O)CC(=O)OCC)C1=CC=CC=C1